(5-(2-(cyclopropylmethoxy)-4-fluorophenoxy)pyrimidin-4-yl)-2,7-diazaspiro[4.4]nonane-2-carboxylic acid tert-butyl ester C(C)(C)(C)OC(=O)N1C(C2(CC1)CNCC2)C2=NC=NC=C2OC2=C(C=C(C=C2)F)OCC2CC2